4,5-dimethyl-isoxazole CC=1C=NOC1C